tert-butyl 4-[(1S,4S,5R)-5-[[1-cyclopropyl-4-(2,6-dichlorophenyl)-1H-pyrazol-5-yl]methoxy]-2-azabicyclo[2.2.1]heptan-2-yl]benzoate C1(CC1)N1N=CC(=C1CO[C@H]1[C@@H]2CN([C@H](C1)C2)C2=CC=C(C(=O)OC(C)(C)C)C=C2)C2=C(C=CC=C2Cl)Cl